1-(3-(2-methoxyphenyl)-1-((2-(trimethylsilyl)ethoxy)methyl)-1H-pyrrolo[2,3-b]pyridin-6-yl)-3-(2-(4-methylpiperazin-1-yl)ethyl)urea COC1=C(C=CC=C1)C1=CN(C2=NC(=CC=C21)NC(=O)NCCN2CCN(CC2)C)COCC[Si](C)(C)C